FC1=C(C(=CC=2C3=C(C(=NC12)O[C@@H](C)[C@H]1N(CCC1)C)N=NN3[C@@H]3C[C@H](NCC3)CC#N)C)C3=CN=C(C1=CC=CC=C31)C ((2S,4S)-4-(6-fluoro-8-methyl-7-(1-methylisoquinolin-4-yl)-4-((S)-1-((S)-1-methylpyrrolidin-2-yl)ethoxy)-1H-[1,2,3]triazolo[4,5-c]quinolin-1-yl)piperidin-2-yl)acetonitrile